N1(CCNCC1)C(=O)N piperazinamide